3-(4-fluoro-5-((4-(1-isopropyl-6-((2-(4-methoxypiperidin-1-yl)pyrimidin-4-yl)amino)-1H-pyrazolo[4,3-c]pyridin-3-yl)piperazin-1-yl)methyl)-1-oxoisoindolin-2-yl)piperidine-2,6-dione FC1=C2CN(C(C2=CC=C1CN1CCN(CC1)C1=NN(C2=C1C=NC(=C2)NC2=NC(=NC=C2)N2CCC(CC2)OC)C(C)C)=O)C2C(NC(CC2)=O)=O